C(#C)C=1C=CC=2C=3N(CCCC2N1)C1=C(C3C3=CC(=C(C=C3)OC3=NC=CC(=N3)C)F)C(=NC=N1)N 3-Ethynyl-13-(3-fluoro-4-((4-methylpyrimidin-2-yl)oxy)phenyl)-6,7-dihydro-5H-pyrido[3,2-c]pyrimido[5',4':4,5]pyrrolo[1,2-a]azepine-12-amine